The molecule is a N-arylpiperazine, a N-alkylpiperazine and a member of pyridines. It has a role as an alpha-adrenergic antagonist, a miotic, an ophthalmology drug and an antipsychotic agent. CC1=CC=CC=C1N2CCN(CC2)CCC3=NN=C4N3CCCC4